O=C1C(O)=C(O)[C@H](O1)[C@@H](O)CO.[Zn] Zinc ascorbic acid